C(C)(C)(C)C1=CN=C(O1)C(=O)NCC1=C(C=C(C=C1)C1=NC=NN2C1=CC(=C2)C2=CC=C(C=C2)CN2CCC(CC2)C2=CC=C(C=C2)NC2C(NC(CC2)=O)=O)C 5-tert-butyl-N-[[4-[6-[4-[[4-[4-[(2,6-dioxo-3-piperidyl)amino]phenyl]-1-piperidyl]methyl]phenyl]pyrrolo[2,1-f][1,2,4]triazin-4-yl]-2-methyl-phenyl]methyl]oxazole-2-carboxamide